4-(4-fluoro-3-methylphenyl)-7-hydroxy-3-isopropylisoquinoline-1-carboxamide FC1=C(C=C(C=C1)C1=C(N=C(C2=CC(=CC=C12)O)C(=O)N)C(C)C)C